9H-fluorene-9,9-diylbis[(4,1-phenylene)oxy(3,1-propanediyl)thio(3,1-propanediyl)]bis(trimethoxysilane) C1=CC=CC=2C3=CC=CC=C3C(C12)(C1=CC=C(C=C1)OCCCSCCC[Si](OC)(OC)OC)C1=CC=C(C=C1)OCCCSCCC[Si](OC)(OC)OC